FC(C)(F)C1=C2C=C(NC2=CC=C1)C(=O)O 4-(1,1-difluoroethyl)-1H-indole-2-carboxylic acid